2-methyl-3-(naphthalen-1-yl)quinoline-6-carbonitrile CC1=NC2=CC=C(C=C2C=C1C1=CC=CC2=CC=CC=C12)C#N